benzyl (6-(2-(benzyloxy)phenyl)-4-(4-(2-oxopiperazin-1-yl)-1H-pyrazol-1-yl)pyridazin-3-yl)phosphoramidate C(C1=CC=CC=C1)OC1=C(C=CC=C1)C1=CC(=C(N=N1)NP(OCC1=CC=CC=C1)([O-])=O)N1N=CC(=C1)N1C(CNCC1)=O